3-benzoyl-1-((2R,3R,4S,5R)-4-((tert-butyldimethylsilyl)oxy)-3-(fluoromethyl)-5-(hydroxymethyl)tetrahydrofuran-2-yl)pyrimidine-2,4(1H,3H)-dione C(C1=CC=CC=C1)(=O)N1C(N(C=CC1=O)[C@@H]1O[C@@H]([C@H]([C@H]1CF)O[Si](C)(C)C(C)(C)C)CO)=O